(1aS,7bR)-2-hydroxy-5-[(1-{[(2S)-morpholin-2-yl]acetyl}azetidin-3-yl)oxy]-1,1a,2,7b-tetrahydrocyclopropa[c][1,2]benzoxaborinine-4-carboxylic acid OB1OC2=C([C@H]3[C@@H]1C3)C=CC(=C2C(=O)O)OC2CN(C2)C(C[C@H]2CNCCO2)=O